tert-butyl (1-(4-(7-(but-3-en-1-yloxy)pyrazolo[1,5-c]pyrimidin-5-yl)-5-methoxypyridin-2-yl)ethyl)(ethyl)carbamate C(CC=C)OC1=NC(=CC=2N1N=CC2)C2=CC(=NC=C2OC)C(C)N(C(OC(C)(C)C)=O)CC